8-aza-7-deaza-guanine N1C(N)=NC=2N=NCC2C1=O